CS(=O)(=O)OC[C@@H](C1=CC(=CC=C1)OC(F)(F)F)NC(=O)OC(C)(C)C (R)-2-((tert-butoxycarbonyl)amino)-2-(3-(trifluoromethoxy)phenyl)ethyl methanesulfonate